(2s,5r)-5-(tert-butyldimethylsilyloxy-amino)-3-methyl-1,2,5,6-tetrahydropyridine-2-carboxylic acid methyl ester COC(=O)[C@H]1NC[C@@H](C=C1C)NO[Si](C)(C)C(C)(C)C